FC=1C=C(C=CC1C)S(=O)(=O)NC=1C=C(C(=O)NC2=NC=CC(=C2)C)C=CC1 3-((3-fluoro-4-methylphenyl)sulfonamido)-N-(4-methylpyridin-2-yl)benzamide